(2S)-N-(3-(5-(5-(2,3-Dihydro-1H-inden-4-yl)-6-methoxy-1H-pyrazolo[4,3-b]pyridin-3-yl)pyridin-2-yl)cyclopentyl)-2-hydroxypropanamid C1CCC2=C(C=CC=C12)C1=C(C=C2C(=N1)C(=NN2)C=2C=CC(=NC2)C2CC(CC2)NC([C@H](C)O)=O)OC